N7-butyl-3-chloro-1-((3-methoxy-5-(piperidin-4-yl)pyridin-2-yl)methyl)-1H-pyrazolo[4,3-d]pyrimidine-5,7-diamine C(CCC)NC=1C2=C(N=C(N1)N)C(=NN2CC2=NC=C(C=C2OC)C2CCNCC2)Cl